ClC1=C(C(=CC=C1)F)CC1=NOC(N1CC1OCCCC1)=O 3-[(2-chloro-6-fluorophenyl)methyl]-4-(oxan-2-ylmethyl)-4,5-dihydro-1,2,4-oxadiazol-5-one